ClC1=CC=C(C=N1)NC1=NC=CC2=CC(=CC=C12)OCC1(CCC1)C#N 1-(((1-((6-chloropyridin-3-yl)amino)isoquinolin-6-yl)oxy)methyl)cyclobutane-1-carbonitrile